NC=1C(=NC=2CCN(CC2C1)C(=O)OC(C)(C)C)OC tert-Butyl 3-amino-2-methoxy-7,8-dihydro-1,6-naphthyridine-6(5H)-carboxylate